1-[5-[(6,7-dimethoxyquinazolin-4-yl)amino]-2,3-dihydroindol-1-yl]-2-(2-methyl-1H-indol-3-yl)ethanone COC=1C=C2C(=NC=NC2=CC1OC)NC=1C=C2CCN(C2=CC1)C(CC1=C(NC2=CC=CC=C12)C)=O